BrC1=NC=CC(=C1)OC=1C=CC(=NC1)N 5-((2-bromopyridin-4-yl)oxy)pyridin-2-amine